C1(=CC=CC=C1)C=1C=C(NC1)C(=O)N 4-phenyl-1H-pyrrole-2-carboxamide